(2S,3R,4S,5R,6R)-2-((9H-xanthen-9-yl)thio)-6-(acetoxymethyl)tetrahydro-2H-pyran-3,4,5-triyl triacetate C(C)(=O)O[C@H]1[C@@H](O[C@@H]([C@H]([C@@H]1OC(C)=O)OC(C)=O)COC(C)=O)SC1C2=CC=CC=C2OC=2C=CC=CC12